3-ethylsulfanyl-5-trifluoromethylpyridine-2-carboxylic acid [2-(2,2,2-trifluoroethyl)amino-5-trifluoromethylpyridin-3-yl] amide FC(CNC1=NC=C(C=C1NC(=O)C1=NC=C(C=C1SCC)C(F)(F)F)C(F)(F)F)(F)F